CC1=C(C=CC(=C1)C)C1=NN(N=C1)C=1C=CC(=C(C1)CNC(OC)=O)C methyl N-[[5-[4-(2,4-dimethylphenyl)triazol-2-yl]-2-methyl-phenyl]-methyl]carbamate